(1R*,4R*)-4-([1,1'-biphenyl]-3-ylmethyl)-2-oxabicyclo[2.2.1]heptane-3-one C1(=CC(=CC=C1)C[C@]12C(O[C@H](CC1)C2)=O)C2=CC=CC=C2 |o1:7,10|